O1C[C@@H](CC1)CS(=O)(=O)O.N1=CN=C(C2=C1NC=C2)N[C@@H]2CC[C@@H](N(C2)C(C=C)=O)C 1-((2S,5R)-5-((7H-pyrrolo[2,3-d]pyrimidin-4-yl)amino)-2-methylpiperidine-1-yl)propan-2-en-1-one (3R)-tetrahydrofuran-3-ylmethanesulfonate